3-(5-(6-chloro-4-fluoroisoindoline-2-carbonyl)-1-oxoisoindolin-2-yl)piperidine-2,6-dione ClC1=CC(=C2CN(CC2=C1)C(=O)C=1C=C2CN(C(C2=CC1)=O)C1C(NC(CC1)=O)=O)F